2-(4-(3-fluorophenoxy)piperidin-1-yl)-8-nitro-6-(trifluoromethyl)-4H-benzo[e][1,3]thiazin-4-one FC=1C=C(OC2CCN(CC2)C=2SC3=C(C(N2)=O)C=C(C=C3[N+](=O)[O-])C(F)(F)F)C=CC1